(2S,3S)-1,4-dimercaptobutane-2,3-diol SC[C@H]([C@@H](CS)O)O